[2-(azetidin-1-yl)pyrimidin-5-yl]methanol N1(CCC1)C1=NC=C(C=N1)CO